1-phosphafulvene P1=CC=CC1=C